Potassium 6-chloropyridine-3-thiolate ClC1=CC=C(C=N1)[S-].[K+]